(5-Bromo-2-fluorophenyl)boronic acid BrC=1C=CC(=C(C1)B(O)O)F